CC1=C(CNC(OC(C)(C)C)=O)C=CC(=C1)C1=NC=NN2C1=CC(=C2)N2CC(OCC2)C tert-butyl (2-methyl-4-(6-(2-methylmorpholino)pyrrolo[2,1-f][1,2,4]triazin-4-yl)benzyl)carbamate